2,4-dimethyl-6-[[5-[2-methyl-5-[[(1S,5R)-3-oxa-9-azabicyclo[3.3.1]nonan-7-yl]oxy]-4-pyridyl]pyrazolo[1,5-a]pyridin-2-yl]amino]pyridazin-3-one CN1N=C(C=C(C1=O)C)NC1=NN2C(C=C(C=C2)C2=CC(=NC=C2OC2C[C@@H]3COC[C@H](C2)N3)C)=C1